methyl 8-(2,4-dioxoimidazolidin-1-yl)-2-methylimidazo[1,2-a]pyridine-6-carboxylate O=C1N(CC(N1)=O)C=1C=2N(C=C(C1)C(=O)OC)C=C(N2)C